FC1=C(C=CC=2C3=C(N=C(C12)N(C1=CC(=NC=C1)C#CC(C#N)(C)C)CC(F)F)N=NN3C)F 4-(4-((6,7-difluoro-1-methyl-1H-[1,2,3]triazolo[4,5-c]isoquinolin-5-yl)(2,2-difluoroethyl)amino)pyridin-2-yl)-2,2-dimethylbut-3-ynenitrile